2-benzyl-4-(2-fluorobenzyl)-1,2,4-thiadiazole-3,5-dione C(C1=CC=CC=C1)N1SC(N(C1=O)CC1=C(C=CC=C1)F)=O